BrC1=CN=C2N1C=CC=C2CN2CCCC2 3-Bromo-8-(pyrrolidin-1-ylmethyl)imidazo[1,2-a]pyridine